(3-(4-(1-aminoethyl)-4-(difluoromethyl)piperidin-1-yl)-6-((2,3-dichloropyridin-4-yl)thio)-5-methylpyrazin-2-yl)methanol NC(C)C1(CCN(CC1)C=1C(=NC(=C(N1)C)SC1=C(C(=NC=C1)Cl)Cl)CO)C(F)F